[Si](C1=CC=CC=C1)(C1=CC=CC=C1)(C(C)(C)C)OC1CC2C(N(CC2O)C(=O)OCC2=CC=CC=C2)C1 (cis)-benzyl 5-((tert-butyldiphenylsilyl) oxy)-3-hydroxyhexahydrocyclopenta[b]pyrrole-1(2H)-carboxylate